CN1C[C@H]2C(OB(OC([C@H](C1)N2C)=O)[C@H](CC(C)C)NC([C@H]([C@@H](C)O)NC(C2=NC(=CC=C2)C2=CC=CC=C2)=O)=O)=O N-((2S,3R)-1-(((R)-1-((1S,7S)-9,11-dimethyl-2,6-dioxo-3,5-dioxa-9,11-diaza-4-borabicyclo[5.3.1]undecan-4-yl)-3-methylbutyl)amino)-3-hydroxy-1-oxobutan-2-yl)-6-phenylpicolinamide